C(C1=CN=CC=C1)(=O)OC1=C(C=C(C=C1)\C=C\C(\C=C(\C=C\C1=CC(=C(C=C1)O)OC)/O)=O)OC 4-((1E,4Z,6E)-5-hydroxy-7-(4-hydroxy-3-methoxyphenyl)-3-oxohepta-1,4,6-trien-1-yl)-2-methoxyphenyl nicotinate